FC1=C(COC2=C3N=C(NC3=NC=N2)CN2C(C(=CC=C2)NC([C@H](CC\C=C\C(=O)N(C)C)NC(OC)=O)=O)=O)C=CC(=C1)F methyl (S,E)-(1-((1-((6-((2,4-difluorobenzyl)oxy)-9H-purin-8-yl)methyl)-2-oxo-1,2-dihydropyridin-3-yl)amino)-7-(dimethylamino)-1,7-dioxohept-5-en-2-yl)carbamate